2-VinylnaphthalenAcrylamid C(=C)C1=C(C2=CC=CC=C2C=C1)C=CC(=O)N